NCCOCCOC[C@@H](COCC1=CC=CC=C1)O (2R)-1-[2-(2-Aminoethoxy)ethoxy]-3-benzyloxy-propan-2-ol